tert-butyl 4-(4-bromo-5-(8-methyl-[1,2,4]triazolo[1,5-a]pyridin-6-yl)-1-((2-(trimethylsilyl)ethoxy)methyl)-1H-pyrazole-3-carboxamido)piperidine-1-carboxylate BrC=1C(=NN(C1C=1C=C(C=2N(C1)N=CN2)C)COCC[Si](C)(C)C)C(=O)NC2CCN(CC2)C(=O)OC(C)(C)C